ethyl chloromalonate ClC(C(=O)OCC)C(=O)[O-]